(S)-2-(3-amino-1,3-dihydrospiro[cyclopenta[a]naphthalene-2,4'-piperidin]-1'-yl)-5-(3-isopropylphenyl)-3,7-dihydro-4H-pyrrolo[2,3-d]pyrimidin-4-one N[C@@H]1C=2C(=C3C=CC=CC3=CC2)CC12CCN(CC2)C=2NC(C1=C(N2)NC=C1C1=CC(=CC=C1)C(C)C)=O